(6-(methyl-d3)pyridin-3-yl)boronic acid C(C1=CC=C(C=N1)B(O)O)([2H])([2H])[2H]